2-[(CARBAMOYLMETHYL)(3-CHLORO-2-FORMYLPHENYL)AMINO]ACETAMIDE C(N)(=O)CN(CC(=O)N)C1=C(C(=CC=C1)Cl)C=O